4-(4-((2-(3-ethylbicyclo[1.1.1]pentan-1-yl)-4,4-dimethylcyclohex-1-en-1-yl)methyl)piperazin-1-yl)benzamide hydroxyphenylpyrazolate OC1=C(C(=NN1)C(=O)O)C1=CC=CC=C1.C(C)C12CC(C1)(C2)C2=C(CCC(C2)(C)C)CN2CCN(CC2)C2=CC=C(C(=O)N)C=C2